(1R,2S,5R)-1-amino-5-(2-boronoethyl)-2-((2-((tert-butoxycarbonyl)amino)-2,3-dimethylbutanamido)methyl)cyclohexane-1-carboxylic acid N[C@]1([C@@H](CC[C@H](C1)CCB(O)O)CNC(C(C(C)C)(C)NC(=O)OC(C)(C)C)=O)C(=O)O